ClC=1C(=CC(=NC1)NC(=O)[C@@H]1C[C@@H](CCC1)NC(CC#N)=O)C1=CC2=C(N=C3COCC(N32)(C)C)C(=C1)F (1S,3R)-N-(5-chloro-4-(9-fluoro-4,4-dimethyl-3,4-dihydro-1H-benzo[4,5]imidazo[2,1-c][1,4]oxazin-7-yl)pyridin-2-yl)-3-(2-cyanoacetylamino)cyclohexane-1-carboxamide